FC(F)(F)CC(=O)O.FC(F)(F)OC(C)=O.C(C)(C)(C)OC(=O)N1CCN2C=3C=CC=C(CCCCCCNC(C2C1)=O)C3 8-oxo-2,5,9-triazatricyclo[14.3.1.02,7]eicosa-1(20),16,18-triene-5-carboxylic acid tert-butyl ester trifluoromethyl-acetate (trifluoromethylacetate)